[(1R)-2-[2-[(2S)-2-[4-[5-[tert-butyl(dimethyl)silyl] oxy-1-tetrahydropyran-2-yl-indazol-3-yl]pyrazol-1-yl]propoxy]ethoxy]-1-methyl-ethyl] methanesulfonate CS(=O)(=O)O[C@@H](COCCOC[C@H](C)N1N=CC(=C1)C1=NN(C2=CC=C(C=C12)O[Si](C)(C)C(C)(C)C)C1OCCCC1)C